3-(5-((R)-3-(hydroxymethyl)pyrrolidin-1-yl)-3-methyl-2-oxo-2,3-dihydro-1H-benzo[d]imidazol-1-yl)piperidine-2,6-dione OC[C@H]1CN(CC1)C1=CC2=C(N(C(N2C)=O)C2C(NC(CC2)=O)=O)C=C1